ClC1=CC(=C(C=C1)CS(=O)(=O)NC1=C(C(=C(C=C1F)OC1=NC=CC=C1C1=NC(=NC=C1)N[C@@H]1CNC[C@H](C1)F)F)F)F 1-(4-chloro-2-fluoro-phenyl)-N-[2,3,6-trifluoro-4-[[3-[2-[[(3S,5S)-5-fluoro-3-piperidyl]amino]pyrimidin-4-yl]-2-pyridyl]oxy]phenyl]methanesulfonamide